ClC1=CC=C(C=C1)C(C1=CC=C(C#N)C=C1)OC1=CC=C2C(CCOC2=C1C)=O 4-((4-chlorophenyl)((8-methyl-4-oxochroman-7-yl)oxy)methyl)benzonitrile